(7-(2,6-bis(benzyloxy)pyridin-3-yl)benzofuran-4-yl)methyl (2-fluoro-5-(trifluoromethoxy)phenyl)carbamate FC1=C(C=C(C=C1)OC(F)(F)F)NC(OCC1=CC=C(C2=C1C=CO2)C=2C(=NC(=CC2)OCC2=CC=CC=C2)OCC2=CC=CC=C2)=O